3-fluoro-5-((5-oxo-1-(trifluoromethyl)-5,6-dihydrospiro[cyclopenta[c]pyridine-7,2'-[1,3]dioxolan]-4-yl)oxy)benzonitrile FC=1C=C(C#N)C=C(C1)OC=1C2=C(C(=NC1)C(F)(F)F)C1(OCCO1)CC2=O